C(C=C)(=O)OCCCCCCCC[Si](I)(I)I acryloxyoctyl-triiodosilane